FC1=CC=C(C=C1)N1N=CC2=C1C=C1CCN(C[C@]1(C2)C(=O)C2=NC=CC=C2)S(=O)(=O)C=2C=NC(=CC2)OC (R)-(1-(4-fluorophenyl)-6-((6-methoxypyridin-3-yl)sulfonyl)-4,4a,5,6,7,8-hexahydro-1H-pyrazolo[3,4-g]isoquinolin-4a-yl)(pyridin-2-yl)methanone